N1=CC(=CC=C1)C#CC=1C=C2C(=C(C=NC2=CC1)C#N)NC1=CC=C(C=C1)OC1=CC=NC=C1 6-(pyridin-3-ylethynyl)-4-((4-(pyridin-4-yloxy)phenyl)amino)quinoline-3-carbonitrile